C(#N)CCNC1=NC(=CC(=C1)C=1C=C(C#N)C=CC1C1=NN=CN1C)C=1OC2=C(N1)C=C(C=C2C(F)(F)F)C=O 3-{2-[(2-cyanoethyl)amino]-6-[5-formyl-7-(trifluoromethyl)-1,3-benzoxazol-2-yl]pyridin-4-yl}-4-(4-methyl-1,2,4-triazol-3-yl)benzonitrile